COC1=NC(=NC=C1C1=CC(=NO1)C)SC 5-(4-methoxy-2-(methylthio)pyrimidine-5-yl)-3-methylisoxazole